Cl.C1(=CC=CC=C1)C(=O)N benzeneFormamide hydrochloride